BrC(C(=O)Br)CCBr 2,4-dibromobutanoyl bromide